FC=1C=C(C=NC1)C=1C=C(C=CC1C)NC(=O)N1C2CCC(C1C2)C(=O)OC cis-methyl 6-((3-(5-fluoropyridin-3-yl)-4-methylphenyl)carbamoyl)-6-azabicyclo[3.1.1]heptane-2-carboxylate